N-(2-chloro-6-methylphenyl)-2-((6-(4-(4-(2-((2,6-dioxopiperidin-3-yl)amino)benzyl)piperazin-1-yl)piperidin-1-yl)-2-methylpyrimidin-4-yl)amino)thiazole-5-carboxamide ClC1=C(C(=CC=C1)C)NC(=O)C1=CN=C(S1)NC1=NC(=NC(=C1)N1CCC(CC1)N1CCN(CC1)CC1=C(C=CC=C1)NC1C(NC(CC1)=O)=O)C